COCC(=O)N1CC2(CC2)C(C1CC=1C(=C(C=CC1)C1=CC(=CC(=C1)F)F)F)NS(=O)(=O)C N-(5-(2-methoxyacetyl)-6-((2,3',5'-trifluoro-[1,1'-biphenyl]-3-yl)methyl)-5-azaspiro[2.4]heptan-7-yl)methanesulfonamide